BrC1=CC(=C2C(N(C(C2=C1)=O)CC1=CC=C(C=C1)OC)C1=C(C=CC(=C1)F)Cl)C1=C2C(C3(N(C2=CC=C1F)C(=O)N)CC3)=O (6-bromo-3-(2-chloro-5-fluorophenyl)-2-(4-methoxybenzyl)-1-oxoisoindolin-4-yl)-5'-fluoro-3'-oxospiro[cyclopropane-1,2'-indoline]-1'-carboxamide